2-[2-Methoxy-4-[(E)-3-oxo-3-(4-phenylphenyl)prop-1-enyl]phenoxy]acetic acid COC1=C(OCC(=O)O)C=CC(=C1)\C=C\C(C1=CC=C(C=C1)C1=CC=CC=C1)=O